N-(5-[4-(Cyclopropylamino)-6-phenylfuro[2,3-d]pyrimidin-5-yl]-2-{[2-(dimethylamino)ethyl](methyl)amino}phenyl)prop-2-enamide C1(CC1)NC=1C2=C(N=CN1)OC(=C2C=2C=CC(=C(C2)NC(C=C)=O)N(C)CCN(C)C)C2=CC=CC=C2